C1(CCCCCC1)N1CCN(CC1)C(=O)OC1C=CC(C(OC(CCCCC1(C)O)=O)(\C(\C)=C\C=C\[C@@H](C)C1=NC=CC=C1)O[Si](C)(C)C(C)(C)C)C (tert-butyldimethylsilyl)oxy-7-hydroxy-3,7-dimethyl-12-oxo-2-((R,2E,4E)-6-(pyridin-2-yl)hepta-2,4-dien-2-yl)oxacyclododec-4-en-6-yl 4-cycloheptylpiperazine-1-carboxylate